Cl.N[C@@H]1CC2=CC(=CC(=C2CC1)F)F (S)-2-amino-5,7-difluoro-1,2,3,4-tetrahydronaphthalene hydrochloride